5,6-dihydro-4H-1,2,4-oxadiazineselon O1NC(NCC1)=[Se]